5-bromo-1-(4-methoxybenzyl)-6-((4-methoxybenzyl)oxy)-1H-indazole BrC=1C=C2C=NN(C2=CC1OCC1=CC=C(C=C1)OC)CC1=CC=C(C=C1)OC